CCC(CCCC)C1OCCO1 2-(heptan-3-yl)-1,3-dioxolane